NC1=CC=C(C(=O)O)C=C1.NC1=CC=C(C(=O)O)C=C1.C=C.C=C diethylene bis(4-aminobenzoate)